15-Methylheptatriacontane CC(CCCCCCCCCCCCCC)CCCCCCCCCCCCCCCCCCCCCC